BrCC=1SC(=CC1C(=O)OCC)C(F)(F)F ethyl 2-(bromomethyl)-5-(trifluoromethyl)thiophene-3-carboxylate